C12(CC3CC(CC(C1)C3)C2)C=2C(C=C(C(C2)=O)C)=O 2-((3r,5r,7r)-adamantane-1-yl)-5-methylcyclohexa-2,5-diene-1,4-dione